C(C)OC(=O)C=1C(C=C2N(C(CC3=CC(=C(C=C23)OC)C2=CN=C(S2)N2CCC(CC2)(C)O)C(C)(C)C)C1)=O 6-tert-butyl-9-[2-(4-hydroxy-4-methylpiperidin-1-yl)thiazol-5-yl]-10-methoxy-2-oxo-6,7-dihydro-2H-pyrido[2,1-a]Isoquinoline-3-carboxylic acid ethyl ester